CN(CCCC(=O)OC(CCCCCCCC(=O)OCCC(CCCCC)CCCCC)CCCCCCCC(=O)O[C@H]1[C@]2(CC[C@@H](C1)C2(C)C)C)C 1-(3-pentyloctyl) 17-((1S,2R,4S)-1,7,7-trimethylbicyclo[2.2.1]heptan-2-yl) 9-((4-(dimethylamino)butanoyl)oxy)heptadecanedioate